N-[5-(1H-benzimidazol-2-yl)-1-[(4-methoxyphenyl)-methyl]pyrazol-3-yl]-4-[(3R)-3-hydroxypyrrolidin-1-yl]benzamide N1C(=NC2=C1C=CC=C2)C2=CC(=NN2CC2=CC=C(C=C2)OC)NC(C2=CC=C(C=C2)N2C[C@@H](CC2)O)=O